C1(CC1)C1=NN=C(O1)[C@H](C)NC(=O)[C@H]1CCN(C2(CC2)C1)C(=O)C1=NNC(=C1)C1=CC(=NC=C1F)OC (S)-N-((S)-1-(5-cyclopropyl-1,3,4-oxadiazol-2-yl)ethyl)-4-(5-(5-fluoro-2-methoxypyridin-4-yl)-1H-pyrazole-3-carbonyl)-4-azaspiro[2.5]Octane-7-carboxamide